CN[C@@H](C)CC1=CC(=CC=C1)OC1=C(C=CC=C1)C (S)-N-methyl-3-(2-methylphenoxy)amphetamine